3,5-dimethyl-1-hydroxymethylpyrazole CC1=NN(C(=C1)C)CO